CC1=C(C(=CC(=C1)C)C)S(=O)(=O)[O-].N[N+]1=NC(=CC=C1)Br 1-amino-3-bromopyridazin-1-ium 2,4,6-trimethylbenzenesulfonate